ClC1=C(N=C(NC1=O)C1=CC=NC=C1)N1CCN(CC1)C=1C=NC=CC1 5-chloro-2-(4-pyridinyl)-4-[4-(3-pyridinyl)piperazin-1-yl]-1H-pyrimidin-6-one